[C@@H]12NC[C@@](CC1)(C2)NC(OC(C)(C)C)=O tert-butyl ((1R,4R)-2-azabicyclo[2.2.1]heptan-4-yl)carbamate